NC1=C(C=CC(=C1)OC(F)(F)F)C(=O)N1CCC(CC1)C1=C2C(=NC=C1)NC(=N2)[C@@H]2OCCCC2 |r| (Rac)-[2-amino-4-(trifluoromethoxy)phenyl]-[4-(2-tetrahydropyran-2-yl-3H-imidazo[4,5-b]pyridin-7-yl)-1-piperidyl]methanone